ClC1=NC=NC(=N1)C1=CC=2C3=CC=CC=C3C3=CC=CC=C3C2C=C1 4-chloro-6-(triphenylen-2-yl)-1,3,5-triazine